ClC1=NC=C(C2=C1C=C(S2)C(=O)O)C 4-chloro-7-methyl-thieno[3,2-c]pyridine-2-carboxylic acid